(S)-1-(2-(4-chlorobenzoyl)hydrazinecarbonyl)-N-(pyridin-3-yl)pyrrolidine-2-carboxamide (S)-1-(2-((tert-butoxycarbonyl)amino)propyl)-2-fluoro-1H-pyrrole-3-carboxylate C(C)(C)(C)OC(=O)N[C@H](CN1C(=C(C=C1)C(=O)O)F)C.ClC1=CC=C(C(=O)NNC(=O)N2[C@@H](CCC2)C(=O)NC=2C=NC=CC2)C=C1